NC1=CC=C(C=O)C=C1 para-aminobenzaldehyde